C(CC)C1C(C2C=CC1C2)C=CC(=O)OCC ethyl 3-(3-propylbicyclo[2.2.1]hept-5-en-2-yl)-acrylate